BrC1=C(C=CC=2N=COC21)F 7-bromo-6-fluorobenzoOxazole